5-chloro-2-[[6-chloro-3-(1H-tetrazol-5-yl)-4-quinolinyl]amino]benzoic acid ClC=1C=CC(=C(C(=O)O)C1)NC1=C(C=NC2=CC=C(C=C12)Cl)C1=NN=NN1